3-(3-phenylpropyl)-5-[(2S,4R)-1-tert-butoxycarbonyl-4-fluoropyrrolidin-2-yl]-1,2,4-oxadiazole C1(=CC=CC=C1)CCCC1=NOC(=N1)[C@H]1N(C[C@@H](C1)F)C(=O)OC(C)(C)C